FC(COC=1N=CC=2N(C1)C(=CN2)C2=CC=CC(=N2)N[C@H]2CN(C[C@@H]2F)C(=O)OC(C)(C)C)F tert-butyl (3S,4S)-3-[[6-[6-(2,2-difluoroethoxy)imidazo[1,2-a]pyrazin-3-yl]-2-pyridyl]amino]-4-fluoro-pyrrolidine-1-carboxylate